3'-(3,5-diformylphenyl)-[1,1'-biphenyl]-3,5-dicarboxaldehyde C(=O)C=1C=C(C=C(C1)C=O)C=1C=C(C=CC1)C1=CC(=CC(=C1)C=O)C=O